4-(4-((4-methoxyphenyl)sulfonyl)phenyl)-2,4-dihydro-3H-1,2,4-triazole-3-thione COC1=CC=C(C=C1)S(=O)(=O)C1=CC=C(C=C1)N1C(NN=C1)=S